ClC=1C(=C(C=C2C=C(N=CC12)NC(O[C@H]1[C@@H](CCC1)C#N)=O)C1=C(C2=C(OCCN2)N=C1)C)F (1R,2S)-2-Cyanocyclopentyl (8-chloro-7-fluoro-6-(8-methyl-2,3-dihydro-1H-pyrido[2,3-b][1,4]oxazin-7-yl)isoquinolin-3-yl)carbamate